5-(4-((7-(difluoromethyl)-8-methyl-6-oxo-5,6-dihydro-1,5-naphthyridin-3-yl)methyl)piperazin-1-yl)-N-methylpyridineamide FC(C=1C(NC=2C=C(C=NC2C1C)CN1CCN(CC1)C=1C=CC(=NC1)C(=O)NC)=O)F